BrC=1C=NN(C1F)C1OCCCC1 4-Bromo-5-fluoro-1-(tetrahydro-2H-pyran-2-yl)-1H-pyrazole